N[C@@H]1C2=CC=CC=C2CC12CCN(CC2)C=2N=C(C(=C(C#N)C2)C2=C(C(=CC=C2)Cl)Cl)C 6-((S)-1-amino-1,3-dihydrospiro[indene-2,4'-piperidin]-1'-yl)-3-(2,3-dichlorophenyl)-2-methylisonicotinonitrile